BrC=1C=CC=2N(C1)C=NC2C(=O)N 6-bromoimidazo[1,5-a]pyridine-1-carboxamide